C(=O)[O-].C(C)[N+]1=CC(=CC(=C1)C=O)NC(=O)OC(C)(C)C ethyl-3-((tert-butoxycarbonyl)amino)-5-formylpyridinium formate